Cl.NCC=1C=CC(=NC1)P(O)(O)=O (5-(aminomethyl)pyridin-2-yl)phosphonic acid hydrochloride